O=C1CCC(N1CC1=NC=CC=C1)C(C(=O)O)C 2-[5-oxo-1-(pyridin-2-ylmethyl)pyrrolidin-2-yl]propionic acid